(E)-4-(6alpha-hydroxy-17-oxoandrostane-3-yliden)butyric acid O[C@H]1C[C@H]2[C@@H]3CCC([C@@]3(C)CC[C@@H]2[C@]2(CC/C(/CC12)=C\CCC(=O)O)C)=O